2-(3-(2-((5-Fluoro-2-methoxy-4-(4-methylpiperazin-1-yl)phenyl)amino)-7H-pyrrolo[2,3-d]pyrimidin-7-yl)phenyl)isothiazolidine 1,1-dioxide FC=1C(=CC(=C(C1)NC=1N=CC2=C(N1)N(C=C2)C=2C=C(C=CC2)N2S(CCC2)(=O)=O)OC)N2CCN(CC2)C